4-hydroxy-6-(3-(trifluoromethyl)benzyl)pyridazin-3(2H)-one OC=1C(NN=C(C1)CC1=CC(=CC=C1)C(F)(F)F)=O